(1-(2-chloroacetyl)azetidin-3-yl)carbamic acid tert-butyl ester C(C)(C)(C)OC(NC1CN(C1)C(CCl)=O)=O